C(CCC)SC1=C2N=CN(C2=NC(=N1)Cl)C(C)=O 1-(6-(Butylthio)-2-chloro-9H-purin-9-yl)ethan-1-one